N-((5-chloro-6-((5-(difluoromethyl)isoxazol-3-yl)methoxy)-1H-indol-2-yl)methyl)-1-methylcyclopropane-1-carboxamide ClC=1C=C2C=C(NC2=CC1OCC1=NOC(=C1)C(F)F)CNC(=O)C1(CC1)C